1-(tert-Butoxycarbonyl)-2,5-dihydropyrrole-3-carboxylic acid lithium [Li].C(C)(C)(C)OC(=O)N1CC(=CC1)C(=O)O